C(CC#C)NC(OCCCC)=O Butyl but-3-yn-1-ylcarbamate